2-(benzylamino)-5,5,5-trifluoro-4-methoxypentanenitrile C(C1=CC=CC=C1)NC(C#N)CC(C(F)(F)F)OC